[H-].[Na+].N1C=NC=C1 1H-imidazole Sodium hydride